3-(2,2-difluoroethyl)-1-(5-(2-methoxypyrimidin-5-yl)pyrazin-2-yl)-1-(trans-4-((4-((oxetan-3-yl)oxy)-5-(trifluoromethyl)pyrimidin-2-yl)amino)cyclohexyl)urea FC(CNC(N([C@@H]1CC[C@H](CC1)NC1=NC=C(C(=N1)OC1COC1)C(F)(F)F)C1=NC=C(N=C1)C=1C=NC(=NC1)OC)=O)F